3-[6-chloro-8-fluoro-7-(3-hydroxynaphthalen-1-yl)-2-{[(2S)-1-methylpyrrolidin-2-yl]methoxy}quinazolin-4-yl]-3,8-diazabicyclo[3.2.1]octane-8-carboxylic acid tert-butyl ester C(C)(C)(C)OC(=O)N1C2CN(CC1CC2)C2=NC(=NC1=C(C(=C(C=C21)Cl)C2=CC(=CC1=CC=CC=C21)O)F)OC[C@H]2N(CCC2)C